NC=1SC(=C(N1)C(F)(F)F)C(=O)OCC ethyl 2-amino-4-trifluoromethyl-thiazole-5-carboxylate